4-amino-7-fluoroimidazo[1,5-a]quinoxalin-8-carboxylic acid NC=1C=2N(C3=CC(=C(C=C3N1)F)C(=O)O)C=NC2